4-isopropylphenyl (1-hydroxyisopropyl) ketone OC(C)(C)C(=O)C1=CC=C(C=C1)C(C)C